C[C@]12CC3(CC(C[C@@](C1)(C3)C)C2)NC(NC2=CC=C(C(=O)N3CC(CCC3)C(=O)NCCCCCCC(=O)NO)C=C2)=O 1-(4-(3-((1r,3r,5s,7r)-3,5-dimethyladamantan-1-yl)ureido)benzoyl)-N-(7-(hydroxyamino)-7-oxoheptyl)piperidine-3-carboxamide